ClC=1C=C2N=CCN(C2=CC1)C 6-chloro-1-methylquinoxaline